C1(=CC=CC=2C3=CC=CC=C3CC12)COC(=O)NCC(=O)O N-fluorenylmethoxycarbonyl-L-Glycine